C(C=C)OCC(CS(=O)(=O)[O-])O.[Na+] sodium 3-allyloxy-2-hydroxy-1-propansulfonate